sulphonium Sodium salt [Na+].[SH3+]